CN(C(CO)C)C 2-(dimethylamino)-1-propanol